4-(methylthio)-6-(4-(trifluoromethyl)phenyl)pyridin-2-amine CSC1=CC(=NC(=C1)C1=CC=C(C=C1)C(F)(F)F)N